C(C)OC(=O)N1CCC(CC1)C(NC1CCCOC=2C1=NN(C2C2=CC=C(C=C2)Cl)C2=C(C=CC=C2)Cl)=O Ethyl-4-((2-(2-chlorophenyl)-3-(4-chlorophenyl)-5,6,7,8-tetrahydro-2H-oxepino[3,2-c]pyrazol-8-yl)carbamoyl)piperidine-1-carboxylate